1-(4-picolyl)piperazine N1=CC=C(C=C1)CN1CCNCC1